CC=1N=C(SC1C=1N=C(SC1)NC1=CC=CC=C1)N 4'-methyl-N2-phenyl-[4,5'-bithiazole]-2,2'-diamine